N-[(2-amino-3-chloroquinolin-7-yl)methyl]-N-(4-fluoro-2-methanesulfonylphenyl)-6-(morpholin-4-yl)pyridine-3-carboxamide NC1=NC2=CC(=CC=C2C=C1Cl)CN(C(=O)C=1C=NC(=CC1)N1CCOCC1)C1=C(C=C(C=C1)F)S(=O)(=O)C